(2S,3R)-3-((2-aminopyridin-4-yl)methyl)-N2-(1-methyl-1H-pyrazol-3-yl)-N1-((S)-1-(3-chlorophenyl)ethyl)-N2-methyl-4-oxoazetidine-1,2-dicarboxamide NC1=NC=CC(=C1)C[C@@H]1[C@H](N(C1=O)C(=O)N[C@@H](C)C1=CC(=CC=C1)Cl)C(=O)N(C)C1=NN(C=C1)C